N-(4-(4-(2-(dimethylamino)ethyl)piperidin-1-yl)-5-(1-(tetrahydro-2H-pyran-4-yl)-1H-pyrazol-4-yl)pyridin-2-yl)-2-(2-fluoro-6-methoxyphenyl)pyrimidin-4-amine CN(CCC1CCN(CC1)C1=CC(=NC=C1C=1C=NN(C1)C1CCOCC1)NC1=NC(=NC=C1)C1=C(C=CC=C1OC)F)C